4-amino-3-chlorobenzoic acid isoamyl ester C(CC(C)C)OC(C1=CC(=C(C=C1)N)Cl)=O